COC1=CC=C(CN(S(=O)(=O)C2=C(C=CC(=C2C=2N=NN(N2)CC2=CC=C(C=C2)OC)I)S(=O)(=O)CC2(CC2)NC(OC(C)(C)C)=O)CC2=CC=C(C=C2)OC)C=C1 tert-butyl (1-(((2-(N,N-bis(4-methoxybenzyl)sulfamoyl)-4-iodo-3-(2-(4-methoxybenzyl)-2H-tetrazol-5-yl)phenyl)sulfonyl)methyl)cyclopropyl)carbamate